BrC1=CC2=C(N(C=N2)CC(F)(F)F)C=C1 5-bromo-1-(2,2,2-trifluoroethyl)-1H-benzo[d]imidazole